C1(=CC=CC2=CC=CC(=C12)C(=O)Cl)C(=O)Cl naphthalene-1,8-dicarbonyl dichloride